FC(C1=CC=CC(=N1)NCC1=CC=C(C(=O)OC)C=C1)(F)F methyl 4-(((6-(trifluoromethyl)pyridin-2-yl)amino)methyl)benzoate